C(C)(C)(C)C1=C(C=CC(=C1)C(C)(C)C)OP([O-])(=O)C1(CC=CC=2C3=CC=CC=C3C12)P([O-])(=O)[O-] (2,4-di-t-butylphenyl)-4,4-biphenylenediphosphonate